(2-(2-bromo-3,4-difluorophenoxy)ethoxy)(tert-butyl)dimethylsilane BrC1=C(OCCO[Si](C)(C)C(C)(C)C)C=CC(=C1F)F